OC1=CC=C(C=2C(C3=CC=CC=C3C(C12)=O)=O)O 1,4-dihydroxy-9,10-anthraquinone